2,6-bis(3,5-dimethylisoxazol-4-yl)quinazolin-4-amine CC1=NOC(=C1C1=NC2=CC=C(C=C2C(=N1)N)C=1C(=NOC1C)C)C